C(C1=CC=CC=C1)(=O)ON(C1=C(C=NC2=CC=C(C=C12)Cl)C=1C=NOC1)C methyl-[(6-chloro-3-isoxazol-4-yl-4-quinolinyl) amino] benzoate